C(C1=CC=CC=C1)(C1=CC=CC=C1)N1CN(CC1)CC=1C=C2CN(C(C2=CC1F)=O)C1C(NC(CC1)=O)=O 3-(5-((3-benzhydryl-imidazolidin-1-yl)methyl)-6-fluoro-1-oxo-isoindolin-2-yl)piperidine-2,6-dione